3-(3-chloro-4-fluorophenyl)-5-(2-oxo-2-(5-azaspiro[2.3]hexan-5-yl)ethyl)thieno[3,2-c]pyridin-4(5H)-one ClC=1C=C(C=CC1F)C1=CSC2=C1C(N(C=C2)CC(N2CC1(CC1)C2)=O)=O